C1(CC1)N1C=C(C2=CC=CC=C12)C1=NC(=NC=C1C=1OC=CN1)NC1=C(C=C(C(=C1)[N+](=O)[O-])N1C[C@@H]2N(CCC[C@@H]2C1)C)OC 4-(1-cyclopropyl-1H-indol-3-yl)-N-(2-methoxy-4-((4aR,7aR)-1-methyl-octahydro-6H-pyrrolo[3,4-b]pyridin-6-yl)-5-nitrophenyl)-5-(oxazol-2-yl)pyrimidin-2-amine